BrC1=CC=C2C(CC=3C(=NOC3C2=C1)NS(=O)(=O)C1=C(C=CC=C1)OC)C(C)(F)F N-(8-bromo-5-(1,1-difluoroethyl)-4,5-dihydronaphtho[2,1-d]isoxazol-3-yl)-2-methoxybenzenesulfonamide